FC(F)(F)C(CC)S(=O)(=O)F trifluoromethylpropanesulfonyl fluoride